CC1=C2C(=NN1COCC[Si](C)(C)C)C(CC2)=O 3-Methyl-2-[2-(trimethylsilyl)ethoxylmethyl]-2H,4H,5H,6H-cyclopenta[c]pyrazol-6-one